C(C1=CC=CC=C1)O[C@@H]1C(N(CC1)C[C@@H](C(C(=O)NC1CC1)O)NC(OC(C)(C)C)=O)=O tert-butyl ((2S)-1-((S)-3-(benzyloxy)-2-oxopyrrolidin-1-yl)-4-(cyclopropylamino)-3-hydroxy-4-oxobutan-2-yl)carbamate